7-(benzylsulfanyl)-5-chloro-2,3-dihydrobenzofuran-3-yl acetate C(C)(=O)OC1COC2=C1C=C(C=C2SCC2=CC=CC=C2)Cl